N-[4-(3,5-diphenyl-4,5-dihydro-1H-pyrazol-1-yl)benzyl]-N-(1-hexyl-1H-benzimidazol-2-yl)amine C1(=CC=CC=C1)C1=NN(C(C1)C1=CC=CC=C1)C1=CC=C(CNC2=NC3=C(N2CCCCCC)C=CC=C3)C=C1